FC1(CC(C1)OC=1C=C(C(=O)OC)C=C(C1N=C(C(=O)OC)C)[N+](=O)[O-])F methyl 3-(3,3-difluorocyclobutyloxy)-4-((1-methoxy-1-oxopropyl-2-yl) amino)-5-nitrobenzoate